(R)-3-(3,5-dimethoxyphenylethynyl)-4-(3-acrylamidopiperidin-1-yl)-5-fluoroindole-7-carboxamide COC=1C=C(C=C(C1)OC)C#CC1=CNC2=C(C=C(C(=C12)N1C[C@@H](CCC1)NC(C=C)=O)F)C(=O)N